COC=1C=C(N(C1)C)NC(N(C)C1=CC=2OC(C(=CC2S1)C(=O)O)=O)=O 2-(3-(4-methoxy-1-methyl-1H-pyrrol-2-yl)-1-methylureido)-5-oxo-5H-thieno[3,2-b]pyran-6-carboxylic acid